COC(C1=CC(=CC(=C1)CS(=O)(=O)C)Cl)=O 3-chloro-5-[(methylsulfonyl)methyl]benzoic acid methyl ester